CN[C@@H](CC(C)C)C(=O)O (S)-N-methyl-leucine